N-(3,3-dimethylbutan-2-yl)butane-1,4-diamine CC(C(C)NCCCCN)(C)C